3-Ethynyl-6-methyldibenzo[c,f][1,2]thiazepin C(#C)C1=CC2=C(CC3=C(N(S2)C)C=CC=C3)C=C1